tert-butyl (2-((((4-nitrophenoxy)carbonyl)oxy)methyl)benzyl)carbamate [N+](=O)([O-])C1=CC=C(OC(=O)OCC2=C(CNC(OC(C)(C)C)=O)C=CC=C2)C=C1